5-(3-amino-2-(piperidine-1-carbonyl)benzo[b]thiophen-7-yl)isobenzofuran-1(3H)-one NC=1C2=C(SC1C(=O)N1CCCCC1)C(=CC=C2)C=2C=C1COC(C1=CC2)=O